1-(3,3-dimethyl-2,3-dihydrofuro[3,2-b]pyridin-5-yl)ethan-1-one CC1(COC=2C1=NC(=CC2)C(C)=O)C